ClCC(=O)NNC(=O)C=1N=NC(=CC1)OC N'-(2-chloroacetyl)-6-methoxy-1,2-diazine-3-carbohydrazide